FC(C1=CC=C(C=N1)CC1C(N(CC1)C1=C(C(=NN1)C1=CN=NC=C1)F)=O)F 3-((6-(Difluoromethyl)pyridin-3-yl)methyl)-1-(4-fluoro-3-(pyridazin-4-yl)-1H-pyrazol-5-yl)pyrrolidin-2-one